3-((1-(2-hydroxy-4-(trifluoromethyl)phenyl)pyrido[3,4-d]pyridazin-4-yl)amino)-3-methylpiperidin-2-one OC1=C(C=CC(=C1)C(F)(F)F)C1=C2C(=C(N=N1)NC1(C(NCCC1)=O)C)C=NC=C2